7-allyl-2-(methylsulfanyl)-9-(tetrahydro-2H-pyran-4-yl)-7,9-dihydro-8H-purin-8-one C(C=C)N1C(N(C2=NC(=NC=C12)SC)C1CCOCC1)=O